C1(CC1)C1CCC2=C1C(NC=C2OC=2C(=CC(=C1CCCC21)NC(C(=O)O)=O)C)=O 2-((7-((7-cyclopropyl-1-oxo-2,5,6,7-tetrahydro-1H-cyclopenta[c]pyridin-4-yl)oxy)-6-methyl-2,3-dihydro-1H-inden-4-yl)amino)-2-oxoacetic acid